6-(3-amino-5-fluoro-6-(4-(2-methyl-2,7-diazaspiro[3.5]nonan-7-yl)phenyl)pyrazin-2-yl)-7-fluoro-3,4-dihydroisoquinolin-1(2H)-one NC=1C(=NC(=C(N1)F)C1=CC=C(C=C1)N1CCC2(CN(C2)C)CC1)C=1C=C2CCNC(C2=CC1F)=O